C(C)(C)(C)OC(=O)NC1(C(C1)C=C)C(=O)O 1-{[(tert-butoxy)carbonyl]amino}-2-ethenylcyclopropane-1-carboxylic acid